FC1=CC=C(C=C1)C1(CCN(CC1)[C@@H]1COC2=CC(=CC=C2[C@@H]1O)O)O (3R,4S)-3-(4-(4-fluorophenyl)-4-hydroxypiperidin-1-yl)-chroman-4,7-diol